C(C)OCC=1N(C(=C(N1)C(C)C)C1=CC=CC=C1)CC(C)(O)C 1-[2-(ethoxymethyl)-5-phenyl-4-(propan-2-yl)-1H-imidazol-1-yl]-2-methylpropan-2-ol